O1C(=C(O)C(=O)C=2C(O)=C(C(O)=CC12)C(=O)[O-])C1=CC(O)=C(O)C=C1 Quercetinate